C1(CC1)[C@@H](NC(CC1CC(C1)(F)F)=O)C1=CC2=C(N(C=N2)COCC[Si](C)(C)C)C=C1 (R)-N-(cyclopropyl(1-((2-(trimethylsilyl)ethoxy)methyl)-1H-benzo[d]imidazol-5-yl)methyl)-2-(3,3-difluorocyclobutyl)acetamide